N-(6-(2-((4-(piperazin-1-yl)phenyl)amino)quinazolin-8-yl)pyridin-2-yl)acrylamide tin [Sn].N1(CCNCC1)C1=CC=C(C=C1)NC1=NC2=C(C=CC=C2C=N1)C1=CC=CC(=N1)NC(C=C)=O